N,N-di(4-tert-pentylcyclohexyl)-5-(4-tert-butylcyclohexylcarbonylamino)isophthalamide C(C)(C)(CC)C1CCC(CC1)N(C(C1=CC(C(=O)N)=CC(=C1)NC(=O)C1CCC(CC1)C(C)(C)C)=O)C1CCC(CC1)C(C)(C)CC